octaketocyclooctane O=C1C(C(C(C(C(C(C1=O)=O)=O)=O)=O)=O)=O